CC1=NC=CC(=C1)C(C(=O)N)C1=NC=CC(=C1)C(F)(F)F 2-(2-methylpyridin-4-yl)-2-(4-(trifluoromethyl)pyridin-2-yl)acetamide